ClC1=NC=CC=2C3(CCC4(OC(C(O4)C)C)C12)N(C(OC3)=O)C3=NC=C(C=C3OC(F)F)C(F)(F)F 1'-chloro-3-(3-(difluoromethoxy)-5-(trifluoromethyl)pyridin-2-yl)-4'',5''-dimethyl-6',7'-dihydrodispiro[oxazolidine-4,5'-isoquinoline-8',2''-[1,3]dioxolane]-2-one